4-(1-methyl-1-phenylethyl)-phenyl-phenyl carbonate C(OC1=C(C=CC=C1)C1=CC=C(C=C1)C(C)(C1=CC=CC=C1)C)([O-])=O